N-[3-(4-fluorophenyl)azetidin-3-yl]-6-(naphthalen-2-yl)-4-oxo-3-(trifluoromethyl)-4,5-dihydropyrazolo[1,5-a]pyrazine-2-carboxamide hydrochloride Cl.FC1=CC=C(C=C1)C1(CNC1)NC(=O)C1=NN2C(C(NC(=C2)C2=CC3=CC=CC=C3C=C2)=O)=C1C(F)(F)F